CN1C=C(C(=CC1=O)C)NC1=NC=C2N(C(N(C2=N1)C1(CCOCC1)C#N)=O)C 4-(2-((1,4-dimethyl-6-oxo-1,6-dihydropyridin-3-yl)amino)-7-methyl-8-oxo-7,8-dihydro-9H-purin-9-yl)tetrahydro-2H-pyran-4-carbonitrile